C(C=CC)P(O)(O)=O crotyl-phosphonic acid